aluminum hydrofluoric acid F.[Al]